3-[4-(3-cyclopropylaminomethyl-azetidin-1-yl)-3-(3-fluoro-5-methyl-phenyl)-quinolin-6-yl]-5-fluoro-2-methoxymethoxy-benzonitrile C1(CC1)NCC1CN(C1)C1=C(C=NC2=CC=C(C=C12)C=1C(=C(C#N)C=C(C1)F)OCOC)C1=CC(=CC(=C1)C)F